C(CCCCCC)(=O)OCC(COC(CCCCCC)=O)C(C(=O)O)CCCCC.C(CCCCCC)(=O)O.C(CCCCCC)(=O)O.C(CCCCCC)(=O)O triheptanoic acid (1,3-di(heptanoyloxy) propane-2-yl heptanoate)